ClC1=CC=C(C=C1)C(C)NC1=CC=CC=C1 N-[1-(4-chlorophenyl)ethyl]aniline